O[C@@H]1C2(C[C@@H]1[C@H]1N3C(C4=CC=CC=C14)=CN=C3)C[C@H]3CC[C@@H](C2)N3C(=O)OC(C)(C)C tert-butyl (1R,2'S,3s,3'R,5S)-2'-hydroxy-3'-((R)-5H-imidazo[5,1-a]isoindol-5-yl)-8-azaspiro[bicyclo[3.2.1]octane-3,1'-cyclobutane]-8-carboxylate